(S,E)-1-(4-(4-((4-([1,2,4]triazolo[1,5-a]pyridin-7-yloxy)-3-methylphenyl)amino)pyrrolo[2,1-f][1,2,4]triazin-5-yl)azepan-1-yl)-4-(dimethylamino)but-2-en-1-one N=1C=NN2C1C=C(C=C2)OC2=C(C=C(C=C2)NC2=NC=NN1C2=C(C=C1)[C@@H]1CCN(CCC1)C(\C=C\CN(C)C)=O)C